CN1C=CC=2C1=NC=CC2C2=NC=C(C1=C2CNC1=O)NC1=NC(=C(C=C1)C1COCC1)CN1CCCC1 4-(1-methyl-pyrrolo[2,3-b]pyridin-4-yl)-7-[[6-(pyrrolidin-1-ylmethyl)-5-tetrahydrofuran-3-yl-2-pyridyl]amino]-2,3-dihydro-pyrrolo[3,4-c]pyridin-1-one